oleic amide propyldimethylaminoxide C(CC)CN([O-])C.C(CCCCCCC\C=C/CCCCCCCC)(=O)N